2-(benzylsulfanyl-thiocarbonylsulfanyl)ethanol C(C1=CC=CC=C1)SC(=S)SCCO